C(C)(C)(CC)C1=CC=2C(C3=CC=C(C=C3C(C2C=C1)=O)C(C)(C)CC)=O 2,6-di-tert-amyl-anthraquinone